1-((3-fluoro-2-methylpyridin-4-yl)methyl)-3,4-dimethyl-2-oxo-N-(2,4,6-trifluorobenzyl)-1,2,3,4-tetrahydroquinazoline-7-carboxamide FC=1C(=NC=CC1CN1C(N(C(C2=CC=C(C=C12)C(=O)NCC1=C(C=C(C=C1F)F)F)C)C)=O)C